C(C)(C)(C)OC(=O)N1CC(NCC1)C(=O)O 4-(t-butoxycarbonyl)piperazin-2-carboxylic acid